N.[Rb] rubidium ammonia